C(C)NC1=C2C(=NC=3C=C(C(=CC13)OC)OCCCN(CCOC)CC)CCC2 N-ethyl-6-{3-[ethyl(2-methoxyethyl)amino]propoxy}-7-methoxy-1H,2H,3H-cyclopenta[b]quinolin-9-amine